CN1C(=CC2=CC=CC=C12)C(=O)O N-methyl-indolecarboxylic acid